C1=NC=C(C2=CC=CC=C12)N1C(N(C[C@@H]1C#N)C1=CC(=NC=C1)OC)=O (R)-3-(isoquinolin-4-yl)-1-(2-methoxypyridin-4-yl)-2-oxoimidazolidine-4-carbonitrile